C(#N)C=1N(C2=C(C=CC(=C2C1)OC)F)CCNC1=CC=NC=N1 6-((2-(2-Cyano-7-fluoro-4-methoxy-1H-indol-1-yl)ethyl)amino)pyrimidin